CN1C=NC2=C3C[C@H](N([C@@H](C3=CC=C21)C2=C(C=C(C=C2F)NC2CN(C2)CCCF)F)CC(F)(F)F)C N-(4-((6S,8R)-3,8-dimethyl-7-(2,2,2-trifluoroethyl)-6,7,8,9-tetrahydro-3H-imidazo[4,5-f]isoquinolin-6-yl)-3,5-difluorophenyl)-1-(3-fluoropropyl)azetidin-3-amine